CN1N=CC2=CC=C(C=C12)C=1C2=C(NN1)C1=C(C2)SC(=C1)C1=CC=C(C=C1)CN1CCN(CC1)C 3-(1-methyl-1H-indazol-6-yl)-6-(4-((4-methylpiperazin-1-yl)methyl)phenyl)-1,4-dihydrothieno[2',3':4,5]cyclopenta[1,2-c]pyrazole